(3-((5-fluoro-2-((4-fluoro-2-methoxy-5-nitrophenyl)amino)pyrimidin-4-yl)amino)-4-methoxyphenyl)acetamide FC=1C(=NC(=NC1)NC1=C(C=C(C(=C1)[N+](=O)[O-])F)OC)NC=1C=C(C=CC1OC)CC(=O)N